12-(2-((3R,5R,7R)-adamantan-1-yl)acetamido)dodecyl 4-methylbenzenesulfonate CC1=CC=C(C=C1)S(=O)(=O)OCCCCCCCCCCCCNC(CC12CC3CC(CC(C1)C3)C2)=O